ClC1=C(C=C(C=C1)C=1C=NN(C1)CC1=NN(C=C1)C)OC(F)F 3-[[4-[4-Chloro-3-(difluoromethoxy)phenyl]pyrazol-1-yl]methyl]-1-methyl-pyrazole